O.[Cl-].P(=O)([O-])(O)O.[Ca+2] monocalcium phosphate chloride monohydrate